1-[(12aR)-8,10-difluoro-9-[2-hydroxy-6-(trifluoromethyl)phenyl]-3,4,12,12a-tetrahydro-6H-pyrazino[2,1-c][1,4]benzooxazepin-2(1H)-yl]prop-2-en-1-one FC=1C(=C(C2=C(CN3[C@@H](CO2)CN(CC3)C(C=C)=O)C1)F)C1=C(C=CC=C1C(F)(F)F)O